3-tert-butyl-2'-((2-methoxyethyl)(2-((4-methoxyphenyl)amino)-5-methylphenyl)amino)-5-methyl-[1,1'-biphenyl]-2-ol C(C)(C)(C)C1=C(C(=CC(=C1)C)C1=C(C=CC=C1)N(C1=C(C=CC(=C1)C)NC1=CC=C(C=C1)OC)CCOC)O